5-(2-(3-fluoro-3-methylazetidin-1-yl)ethyl)-2-methoxypyrimidine FC1(CN(C1)CCC=1C=NC(=NC1)OC)C